C(=C)S(=O)C=C vinylsulfoxide